(S)-2-amino-3-(1H-indazol-5-yl)propanoic acid N[C@H](C(=O)O)CC=1C=C2C=NNC2=CC1